1-butylsulfonate C(CCC)S(=O)(=O)[O-]